C(C)ONC(C1=CN=C(C=C1NC1=C(C(=CC(=C1)F)C1=NC=C(C=N1)F)OC)NC=1C(=NC(=CC1)F)C)=O N-ethoxy-6-((6-fluoro-2-meth-yl-pyridin-3-yl)amino)-4-((5-fluoro-3-(5-fluoropyrimidin-2-yl)-2-methoxyphenyl)amino)-nicotinamide